5-fluoro-3-(2-fluoro-3-((N-methylsulfamoyl)amino)benzyl)-2-oxo-3,4-dihydro-2H-benzo[e][1,3]oxazin-7-yl dimethylcarbamate CN(C(OC1=CC2=C(CN(C(O2)=O)CC2=C(C(=CC=C2)NS(NC)(=O)=O)F)C(=C1)F)=O)C